C(=O)C1CN(CCO1)C(=O)OC(C)(C)C tert-butyl 2-formylmorpholine-4-carboxylate